dicyclohexyl-ethyl-diisopropoxysilane C1(CCCCC1)CC(C)(O[SiH](OC(C)C)CC)C1CCCCC1